N-(8-amino-6-chloro-2,7-naphthyridin-3-yl)-2-methyl-propionamide NC=1N=C(C=C2C=C(N=CC12)NC(C(C)C)=O)Cl